2-(trifluoromethyl)acrylamide FC(C(C(=O)N)=C)(F)F